dioxin chlorine [Cl].O1C=COC=C1